C(C)(C)(C)OC(C[C@H](CCN1CC(CCC1)(F)F)N)=O.ClC1=CC(=CC=2OC3=CC=CC=C3C(C12)=O)N1C[C@@H](CC1)O chloro-3-[(3R)-3-hydroxypyrrolidin-1-yl]xanthen-9-one tert-butyl-(S)-3-amino-5-(3,3-difluoropiperidin-1-yl)pentanoate